C(=C)N1C(N(C(N(C1=O)C=C)=O)C=C)=O 1,3,5-trivinyl-1,3,5-triazinan-2,4,6-trione